C(C)(=O)OC(COCOC(C)=O)COC(C)=O 2,3-diacetyloxy-1-acetoxymethoxypropane